(1R,9S)-9-Ethyl-5-fluoro-9-hydroxy-1-(2-hydroxyethoxy)-4-methyl-2,3,12,15-tetrahydrobenzo[de]pyrano[3',4':6,7]indolizino[1,2-b]quinoline-10,13(1H,9H)-dione C(C)[C@]1(C(OCC=2C(N3CC=4C(=NC=5C=C(C(=C6C5C4[C@@H](CC6)OCCO)C)F)C3=CC21)=O)=O)O